ClC=1C(=C(C=CC1)NC1=C(NC2=C1C(NCC2)=O)C2=C(C=NC=C2)OC[C@@H]2CN(CCO2)S(=O)(=O)C)OC 3-[(3-chloro-2-methoxyphenyl)amino]-2-(3-{[(2S)-4-methanesulfonylmorpholin-2-yl]methoxy}pyridin-4-yl)-1H,5H,6H,7H-pyrrolo[3,2-c]pyridin-4-one